ClC1=CC=C2C(=CNC2=C1)CCNC(C1=C(C=C(C=C1)C)O)=O N-(2-(6-chloro-1H-indol-3-yl)ethyl)-2-hydroxy-4-methylbenzamide